(S)-1,3-dihydrospiro[inden-2,4'-piperidin]-1-amine dihydrochloride Cl.Cl.N1CCC2(CC1)[C@@H](C1=CC=CC=C1C2)N